BrC(C)(C(CC\C(=C\CC[C@@]1(OC2=C(C(=C(C(=C2CC1)C)O[Si](C)(C)C(C)(C)C)C)C)C)\C)O)C (E)-2-bromo-9-((S)-6-((tert-butyldimethylsilyl)oxy)-2,5,7,8-tetramethyl-chroman-2-yl)-2,6-dimethylnon-6-en-3-ol